1-((2-((1-(2-methoxyethyl)-1H-pyrazol-4-yl)amino)pyrimidin-5-yl)methyl)-N-(3-((4-methylpiperazin-1-yl)methyl)-5-(trifluoromethyl)phenyl)indoline-6-carboxamide COCCN1N=CC(=C1)NC1=NC=C(C=N1)CN1CCC2=CC=C(C=C12)C(=O)NC1=CC(=CC(=C1)C(F)(F)F)CN1CCN(CC1)C